(S)-N-((R)-1-(4-bromothiophen-2-yl)-3-methylbutyl)-2-methylpropan-2-sulfinamide BrC=1C=C(SC1)[C@@H](CC(C)C)N[S@@](=O)C(C)(C)C